BrC(C(C(C(F)F)(F)F)(F)F)(F)F 1-Bromo-1,1,2,2,3,3,4,4-octafluorobutane